N-(3-hydroxypropyl)-2-methyl-4-(4-{[3-(trifluoromethyl)phenyl]methyl}pyridin-2-yl)benzamide OCCCNC(C1=C(C=C(C=C1)C1=NC=CC(=C1)CC1=CC(=CC=C1)C(F)(F)F)C)=O